9-(((2S,3R,4S,6R)-4-(dimethylamino)-3-hydroxy-6-methyltetrahydro-2H-pyran-2-yl)oxy)-4-ethyl-8-methoxy-6,8,10,12,12-pentamethyl-1-oxa-4-azatridecane-11,13-dione CN([C@@H]1[C@H]([C@@H](O[C@@H](C1)C)OC(C(CC(CN(CCO)CC)C)(C)OC)C(C(C(C=O)(C)C)=O)C)O)C